BrC1=C(C(=C(C=C1)C=1C(=NN(C1)CCOC)C)F)F 4-(4-bromo-2,3-difluoro-phenyl)-1-(2-methoxyethyl)-3-methyl-pyrazole